6-(1'-Isobutyl-[1,4'-bipiperidin]-4-yl)-1,7-dimethyl-2-(4-(methylsulfonyl)phenyl)-1H-benzo[d]imidazol C(C(C)C)N1CCC(CC1)N1CCC(CC1)C=1C=CC2=C(N(C(=N2)C2=CC=C(C=C2)S(=O)(=O)C)C)C1C